C1(=CC(=CC=C1)N1CCNCC1)C1=CC=CC=C1 1-(biphenyl-3-yl)piperazine